1-(2-carboxyethyl)-4-methylquinolin-1-ium iodide [I-].C(=O)(O)CC[N+]1=CC=C(C2=CC=CC=C12)C